ClC1=CC2=C(S1)C1(CC(N(CC1)CC=1C=NN(C1)C)C)OCC2(O)C 2-chloro-2',4-dimethyl-1'-[(1-methylpyrazol-4-yl)methyl]spiro[5H-thieno[2,3-c]pyran-7,4'-piperidine]-4-ol